5-(aminomethyl)-3-isopropyl-1-[6-(trifluoromethyl)-3-pyridyl]pyrimidine-2,4-dione NCC=1C(N(C(N(C1)C=1C=NC(=CC1)C(F)(F)F)=O)C(C)C)=O